N-[(9Z)-3,3-dimethyl-10-oxo-1,2,3,4,9,10-hexahydrophenanthren-9-ylidene]-L-alanine CC1(CCC=2C(\C(\C3=CC=CC=C3C2C1)=N/[C@@H](C)C(=O)O)=O)C